(2R)-7-bromo-2-ethyl-4-(4-methoxybenzyl)-2,3,4,5-tetrahydropyrido[2,3-f][1,4]oxazepine BrC=1C=CC2=C(CN(C[C@H](O2)CC)CC2=CC=C(C=C2)OC)N1